C(CCCCCCCCCCC)(=O)C(O)C(O)CO lauroyl-glycerol